3-(5-(4-(ethoxymethyl)-2,6-dimethoxyphenyl)chroman-8-yl)propanoic acid C(C)OCC1=CC(=C(C(=C1)OC)C1=C2CCCOC2=C(C=C1)CCC(=O)O)OC